C(C)(=O)OC[C@@]1([C@H](C1)C[C@@H]1C([C@]2(C[C@H]2C1)C)(C)C)C |o1:5,6| rel-(1S,2S)-(1-methyl-2-(((1S,3R,5R)-1,2,2-trimethylbicyclo[3.1.0]hexan-3-yl)methyl)cyclopropyl)methyl acetate